(S)-7-Hydroxy-2-((S)-2-(2-methoxyacetamido)-3,3-dimethylbutanoyl)-N-((R)-1,2,3,4-tetrahydronaphthalen-1-yl)-1,2,3,4-tetrahydroisoquinoline-3-carboxamide OC1=CC=C2C[C@H](N(CC2=C1)C([C@H](C(C)(C)C)NC(COC)=O)=O)C(=O)N[C@@H]1CCCC2=CC=CC=C12